FC(OC1=C(C(=O)NCC(=O)NN)C=CC=C1)F 2-(difluoromethoxy)-N-(2-hydrazinyl-2-oxoethyl)benzamide